Cl.N1=CC=CC2=CC=CC=C12 quinoline hydrochloride